tert-butyl N-{1-[6-(4-fluoro-5-methoxy-2-methyl-1,3-benzoxazol-6-yl)-1,5-naphthyridin-2-yl]pyrrolidin-3-yl}-N-isopropylcarbamate FC1=C(C(=CC2=C1N=C(O2)C)C=2N=C1C=CC(=NC1=CC2)N2CC(CC2)N(C(OC(C)(C)C)=O)C(C)C)OC